C(C)(C)(C)OCC(C)O propylene glycol t-butyl ether